CS(=O)(=O)OCC1CN(C2=CC=CN=C2C1)C1=CC=C(C=C1)C(F)(F)F (1-(4-(trifluoromethyl)phenyl)-1,2,3,4-tetrahydro-1,5-naphthyridin-3-yl)methyl methanesulfonate